Cl.ClC1=C(C=CC(=C1)Cl)NN 2,4-dichlorophenylhydrazine hydrochloride